lanthanum tin [Sn].[La]